tert-butyl 3-((1-(5-(3-((5-cyano-4-(4-fluorophenyl)thiazol-2-yl)(methyl)amino)-2-ethylimidazo[1,2-a]pyridin-6-yl)pyrimidin-2-yl)azetidin-3-yl)amino)azetidine-1-carboxylate C(#N)C1=C(N=C(S1)N(C1=C(N=C2N1C=C(C=C2)C=2C=NC(=NC2)N2CC(C2)NC2CN(C2)C(=O)OC(C)(C)C)CC)C)C2=CC=C(C=C2)F